[Cl-].C[N+]1=CC(=CC=C1)C 1,3-Dimethylpyridinium chlorid